ClC=1C=CC(=C(C1)C1=NC=C(C(=N1)NC=1C(=NN(C1)COCC[Si](C)(C)C)C(=O)OCC)OC)F Ethyl 4-((2-(5-chloro-2-fluorophenyl)-5-methoxypyrimidin-4-yl)amino)-1-((2-(trimethylsilyl)ethoxy)methyl)-1H-pyrazole-3-carboxylate